OC1=CC(=CC2=CC=CC=C12)C(=O)OC methyl 4-hydroxylnaphthalen-2-carboxylate